NC=1C2=C(N=CN1)N(C=C2C2=CC(=C(C=C2)NC(=O)NC2=CC(=NO2)C(CO)(C)C)F)C2CC2 1-(4-(4-amino-7-cyclopropyl-7H-pyrrolo[2,3-d]pyrimidin-5-yl)-2-fluorophenyl)-3-(3-(1-hydroxy-2-methylpropan-2-yl)isoxazol-5-yl)urea